trifluoromethylthiouridine FC(F)(F)[C@@]1([C@H](O)[C@H](O)[C@@H](CO)O1)N1C(=S)NC(=O)C=C1